Cl.BrC1=CC=C(C=C1)S(=O)(=O)C1CNC1 3-((4-bromophenyl)sulfonyl)azetidine hydrochloride